6-Nitro-2-((1S,3R)-3-((5-(trifluoromethyl)thiazol-2-yl)amino)cyclohexyl)isoindolin-1-one [N+](=O)([O-])C1=CC=C2CN(C(C2=C1)=O)[C@@H]1C[C@@H](CCC1)NC=1SC(=CN1)C(F)(F)F